N=1NC(=CC1)C1=C(C2=CC3=CC4=CC=CC=C4C=C3C=C2C=C1)C#N 2-(2H-pyrazol-3-yl)-1-naphthacenecarbonitrile